ClC1=C(C=C2CC(CN3C2=C1C=C3)NC(OC(C)(C)C)=O)F tert-butyl (9-chloro-8-fluoro-5,6-dihydro-4H-pyrrolo[3,2,1-ij]quinolin-5-yl)-carbamate